tris[4'-methyl-4-(2-(4-pyridinyl)ethyl)-2,2'-bipyridyl] iron (III) [Fe+3].CC1=CC(=NC=C1)C1=NC=CC(=C1)CCC1=CC=NC=C1.CC1=CC(=NC=C1)C1=NC=CC(=C1)CCC1=CC=NC=C1.CC1=CC(=NC=C1)C1=NC=CC(=C1)CCC1=CC=NC=C1